(Z)-3-(3,4-Dihydroxyphenyl)-1-phenylprop-2-en-1-one OC=1C=C(C=CC1O)\C=C/C(=O)C1=CC=CC=C1